CC1=CC[C@@H](CC1)NC(OC(C)(C)C)=O (R)-tert-Butyl (4-methylcyclohex-3-en-1-yl)carbamate